6-[(1S)-1-Aminoethyl]-7-bromo-2-chloro-N-[(furan-2-yl)methyl]thieno[3,2-d]pyrimidin-4-amine N[C@@H](C)C1=C(C=2N=C(N=C(C2S1)NCC=1OC=CC1)Cl)Br